(R)-8-(6-(1-(2-(6-azaspiro[2.5]octan-6-yl)ethoxy)ethyl)pyridin-3-yl)-3-methyl-1-(tetrahydro-2H-pyran-4-yl)-1H-imidazo[4,5-c]cinnolin-2(3H)-one C1CC12CCN(CC2)CCO[C@H](C)C2=CC=C(C=N2)C2=CC=1C3=C(N=NC1C=C2)N(C(N3C3CCOCC3)=O)C